4-[4-(dibutylamino)benzenecarboximidoyl]-N,N-dimethylaniline C(CCC)N(C1=CC=C(C=C1)C(=N)C1=CC=C(N(C)C)C=C1)CCCC